5-((1-benzoyl-4-hydroxypiperidin-4-yl)methyl)-1-(2-(hydroxymethyl)biphenyl-4-yl)-1H-pyrazolo[3,4-d]pyrimidin-4(5H)-one C(C1=CC=CC=C1)(=O)N1CCC(CC1)(O)CN1C=NC2=C(C1=O)C=NN2C2=CC(=C(C=C2)C2=CC=CC=C2)CO